lithium difluorophosphate salt P(=O)([O-])(F)F.[Li+]